ClC=1C=C(CC=2C=CC(=NC2)C2C(=NN(C(C2)=O)C)C(=O)N)C=CC1C#N (5-(3-chloro-4-cyanobenzyl)pyridin-2-yl)-1-methyl-6-oxo-1,4,5,6-tetrahydropyridazine-3-carboxamide